FCC1(N(C(N(C1=O)C1=CC(=C(C#N)C=C1)C(F)(F)F)=S)C1=CC=C(C=C1)C)C 4-(4-fluoromethyl-4-methyl-5-oxo-2-thioxo-3-(4-methylphenyl)imidazol-1-yl)-2-trifluoromethylbenzonitrile